F\C(\C(=O)O)=C\C1=CC=C(C=C1)C1=CC(=C(C=C1)O)C12CC3CC(CC(C1)C3)C2 E-2-Fluoro-3-[3'-(adamantan-1-yl)-4'-hydroxybiphenyl-4-yl]-acrylic Acid